Ethyl 3-(2-((tert-butyldimethylsilyl)oxy)ethyl)-7-(2-cyanoethyl)-5-oxo-6,7-dihydro-5H-pyrrolo[1,2-c]imidazole-7-carboxylate [Si](C)(C)(C(C)(C)C)OCCC1=NC=C2N1C(CC2(C(=O)OCC)CCC#N)=O